(S)-2-(1-propenylpiperidin-2-yl)-1-amino-4-(4-((5-methylpyridin-2-yl)carbamoyl)phenyl)-1H-imidazole-5-carboxamide C(=CC)N1[C@@H](CCCC1)C=1N(C(=C(N1)C1=CC=C(C=C1)C(NC1=NC=C(C=C1)C)=O)C(=O)N)N